Cl.NC(CC(=O)O)CC1=NN(N=C1C)C1=CC(=C(C=C1)OC1=NC=C(C=C1F)Cl)F 3-amino-4-(2-(4-((5-chloro-3-fluoropyridin-2-yl)oxy)-3-fluorophenyl)-5-methyl-2H-1,2,3-triazol-4-yl)butanoic acid hydrochloride